7-((4-(2-methyl-6-(methylcarbamoyl)pyridin-3-yl)piperazin-1-yl)methyl)isoxazolo[3,4-c]quinolin-4(5H)-one CC1=NC(=CC=C1N1CCN(CC1)CC=1C=CC=2C=3C(C(NC2C1)=O)=NOC3)C(NC)=O